C[Si](C1=C(C=C(C=C1)C1=CC=CC=C1)OB(O)O)(C)C (4-trimethylsilyl-[1,1'-biphenyl]-3-yl)boric acid